ClC1=CC=C2C(=CNC2=C1)S(=O)(=O)NC1=NSC=C1OC 6-chloro-N-(4-methoxyisothiazol-3-yl)-1H-indole-3-sulfonamide